C(C)[SiH2]C1=CC=CC=C1 ethyl-(phenyl)silane